C1(=CC=CC=C1)[C@@H]1CC(=NO1)C(=O)NC12CC(C1)(C2)C=2OC(=NN2)C2(CCC2)OC(F)(F)F (5S)-5-phenyl-N-[3-[5-[3-cis-(trifluoromethoxy)cyclobutyl]-1,3,4-oxadiazol-2-yl]-1-bicyclo[1.1.1]pentanyl]-4,5-dihydroisoxazole-3-carboxamide